BrC1=NC=CC=C1NC(=O)C1CC(C1)O[Si](C1=CC=CC=C1)(C1=CC=CC=C1)C(C)(C)C N-(2-bromo-3-pyridyl)-3-[tert-butyl(diphenyl)silyl]oxy-cyclobutanecarboxamide